OC=1C=C(C=NC1)N1C(N=C(C2=C1N=C(C=C2)C(F)(F)F)NC)=O 1-(5-hydroxypyridin-3-yl)-4-(methyl-amino)-7-(trifluoromethyl)pyrido[2,3-d]-pyrimidin-2(1H)-one